4-[4-(2,4-difluorophenyl)-6,7-dimethyl-pteridin-2-yl]-2-(5,6-dihydro-4H-pyrrolo[1,2-b]pyrazol-3-yl)morpholine FC1=C(C=CC(=C1)F)C1=NC(=NC2=NC(=C(N=C12)C)C)N1CC(OCC1)C1=C2N(N=C1)CCC2